COC(C(C1CCCCCCC1)NC(CC1=CC(=NC=C1)NC(=O)OC(C)(C)C)=O)=O 2-({2-[2-(tert-Butoxycarbonylamino)pyridin-4-yl]acetyl}amino)-2-cyclooctyl-acetic acid methyl ester